6-(1H-[1,2,3]triazolo[4,5-b]pyridin-5-yl)-N-(4-phenethoxyphenyl)picolin-amide N1N=NC2=NC(=CC=C21)C2=CC=CC(=N2)C(=O)NC2=CC=C(C=C2)OCCC2=CC=CC=C2